C1(CCCC1)S(=O)(=O)C=1C=C(C=CC1)NC(C1=C(N=C(C=C1)NCCO)N1CCC2(CCC2)CC1)=O N-(3-(cyclopentylsulfonyl)phenyl)-6-((2-hydroxyethyl)amino)-2-(7-azaspiro[3.5]nonan-7-yl)nicotinamide